N(=O)O[O-] peroxynitrite